NCC(=O)O.C(CCCCCCC)(=O)O caprylic acid glycinate